(2R,11aR)-7-Chloro-8-methyl-5-oxo-6-(2,2,2-trifluoroethoxy)-2,3,11,11a-tetrahydro-1H,5H-benzo[f]pyrrolo[2,1-c][1,4]oxazepin-2-yl methanesulfonate CS(=O)(=O)O[C@@H]1C[C@@H]2COC3=C(C(N2C1)=O)C(=C(C(=C3)C)Cl)OCC(F)(F)F